5-cyclopropyl-3-{[(1-hydroxycyclobutyl)methyl]amino}pyrazinecarbonitrile C1(CC1)C=1N=C(C(=NC1)C#N)NCC1(CCC1)O